(allyloxy)benzaldehyde C(C=C)OC1=C(C=O)C=CC=C1